C1(CC1)NC(=O)NCC1=CC=CC=2NC(=NC21)NC(CO)(C)C2=CC(=CC=C2)C(F)(F)F 1-cyclopropyl-3-((2-((1-hydroxy-2-(3-(trifluoromethyl)phenyl)propan-2-yl)amino)-1H-benzo[d]imidazol-4-yl)methyl)urea